(8aS)-7-[3-(1,3-benzothiazol-7-yl)prop-2-yn-1-yl]-6-oxo-octahydropyrrolo[1,2-a]pyrazine-2-carboxylic acid tert-butyl ester C(C)(C)(C)OC(=O)N1C[C@H]2N(CC1)C(C(C2)CC#CC2=CC=CC=1N=CSC12)=O